5-bromo-[3,4'-Bipyridin]-2-amine BrC=1C=C(C(=NC1)N)C1=CC=NC=C1